[(2R,3R,4R,5R)-4-acetoxy-2-[2-(butylamino)-2-oxo-ethyl]-5-[2-(2-methyl-propanoylamino)-6-oxo-1H-purin-9-yl]tetrahydrofuran-3-yl] acetate C(C)(=O)O[C@@H]1[C@H](O[C@H]([C@@H]1OC(C)=O)N1C=2N=C(NC(C2N=C1)=O)NC(C(C)C)=O)CC(=O)NCCCC